5-(pyrimidin-5-yl)-1H-pyrazolo[3,4-b]pyridine N1=CN=CC(=C1)C=1C=C2C(=NC1)NN=C2